[Si](C)(C)(C(C)(C)C)OCC=1N=C2N(C=C(C=C2S(=O)(=O)C)C2CC2)C1 2-(((tert-butyldimethylsilyl)oxy)methyl)-6-cyclopropyl-8-(methylsulfonyl)imidazo[1,2-a]pyridine